CC1=CC=C(C=C1)OB(O)O p-methyl-phenyl-boric acid